N-(5-(2,2-difluoroacetamido)-2,4-difluorophenyl)-2-fluorobenzamide FC(C(=O)NC=1C(=CC(=C(C1)NC(C1=C(C=CC=C1)F)=O)F)F)F